N1N=CC(=C1)CCNC1=NC(=NC(=C1C)C)C(=O)N1CC(C1)(C1=CC=CC=C1)CO (4-((2-(1H-pyrazol-4-yl)ethyl)amino)-5,6-dimethylpyrimidin-2-yl)(3-(hydroxymethyl)-3-phenylazetidin-1-yl)methanone